1-[4-(4,4,5,5-tetramethyl-1,3,2-dioxaborolan-2-yl)phenyl]methanamine hydrochloride Cl.CC1(OB(OC1(C)C)C1=CC=C(C=C1)CN)C